(3aR,4R,5R,7R,7aS)-2-(4-cyano-2-fluoro-3-(trifluoromethyl)phenyl)-4,7-dimethyl-1,3-dioxooctahydro-1H-4,7-epoxyisoindole-5-carboxylic acid C(#N)C1=C(C(=C(C=C1)N1C([C@@H]2[C@]3(C[C@H]([C@@]([C@@H]2C1=O)(O3)C)C(=O)O)C)=O)F)C(F)(F)F